(2R,5R)-N-(4-tert-butylphenyl)-N-[2-(cyclohexyl-amino)-2-oxo-1-(3-pyridyl)ethyl]-5-methyl-pyrrolidine-2-carboxamide C(C)(C)(C)C1=CC=C(C=C1)N(C(=O)[C@@H]1N[C@@H](CC1)C)C(C(=O)NC1CCCCC1)C=1C=NC=CC1